O=C1NC(CCC1N1C(C2=CC=C(C=C2C1=O)NCCCCCCN1N=CC(=C1)C1=CC=C(C(=O)NC2=CC3=C(NC(=N3)CN3[C@H](CCC3)C)C=C2)C=C1)=O)=O 4-(1-(6-((2-(2,6-dioxopiperidin-3-yl)-1,3-dioxoisoindolin-5-yl)amino)hexyl)-1H-pyrazol-4-yl)-N-(2-(((S)-2-methylpyrrolidin-1-yl)methyl)-1H-benzo[d]imidazol-5-yl)benzamide